6-((1-methyl-1H-pyrazol-3-yl)methoxy)-N-(2-methylpyrimidin-5-yl)isoquinolin-1-amine CN1N=C(C=C1)COC=1C=C2C=CN=C(C2=CC1)NC=1C=NC(=NC1)C